ClC=1C(=C(C=CC1F)N(C(CN(C1=NN=CN1)C1=NC(=CC(=N1)Cl)C(F)(F)F)=O)C)F N-(3-chloro-2,4-difluorophenyl)-2-((4-chloro-6-(trifluoromethyl)pyrimidin-2-yl)(4H-1,2,4-triazol-3-yl)amino)-N-methylacetamide